5-bromo-2-(cyclohexylmethoxy)benzaldehyde BrC=1C=CC(=C(C=O)C1)OCC1CCCCC1